N=1N(C=NC1)C=O [1,2,4]Triazole-2-carbaldehyde